COC1=CC=C(CN(C2=NC(=NN3C2=NC=C3)C(=O)O)CC3=CC=C(C=C3)OC)C=C1 4-(bis(4-methoxybenzyl)amino)imidazo[2,1-f][1,2,4]triazine-2-carboxylic acid